N1(N=CC=C1)C=1C=NC(=NC1)CN1C2=NC(=NC=C2NC1=O)C1=C(C=CC=C1)C(C)C 9-((5-(1H-pyrazol-1-yl)pyrimidin-2-yl)methyl)-2-(2-isopropylphenyl)-7,9-dihydro-8H-purin-8-one